OC1=C(C=CC=C1C(C)(C)C)N1N=C2C(=N1)C=CC(=C2)Cl 2-(2'-hydroxy-3'-tert-butylphenyl)-5-chlorobenzotriazole